tert-butyl 2-acetyl-3-(tert-butoxycarbonylamino)-4-methyl-pentanoate C(C)(=O)C(C(=O)OC(C)(C)C)C(C(C)C)NC(=O)OC(C)(C)C